CC1(OB(OC1(C)C)C=C1COCC1)C 4,4,5,5-tetramethyl-2-[(oxolan-3-ylidene)methyl]-1,3,2-dioxaborolane